C1C(CC12CCNCC2)OC2=CC=C(C=C2)C=2C=1C(=C(SC1N1C(=NN=C1[C@@H](N2)CC=2OC=CN2)C)CO)C [(9S)-7-[4-(7-azaspiro[3.5]nonan-2-yloxy)phenyl]-5,13-dimethyl-9-(oxazol-2-ylmethyl)-3-thia-1,8,11,12-tetraza-tricyclo[8.3.0.02,6]trideca-2(6),4,7,10,12-pentaen-4-yl]methanol